1-cyclobutyl-4-fluoro-3-methylpyrrolo[2,3-b]pyridine-5-carboxylic acid C1(CCC1)N1C=C(C=2C1=NC=C(C2F)C(=O)O)C